C=CCCCCCC n-octanen